C(C=C)(=O)N1CCC(CC1)C(=O)N(C)CCCC(=O)N1CCN(CC1)C1=NC(=NC(=N1)C=1C(=NC(=NC1)N)C(F)F)N1CCOCC1 1-acryloyl-N-(4-(4-(4-(2-amino-4-(difluoromethyl)pyrimidin-5-yl)-6-morpholino-1,3,5-triazin-2-yl)piperazin-1-yl)-4-oxobutyl)-N-methylpiperidine-4-carboxamide